5-[3-(2,4,6-Trimethylphenylamino)-2-hydroxypropyl]-1,3,4-oxadiazol-2(3H)-one CC1=C(C(=CC(=C1)C)C)NCC(CC1=NNC(O1)=O)O